4'-bromo-6'-methyl-1'-(tetrahydro-2H-pyran-4-yl)spiro[cyclopropane-1,3'-indolin]-2'-one BrC1=C2C3(C(N(C2=CC(=C1)C)C1CCOCC1)=O)CC3